2,2-difluoro-3-tetrahydropyran-2-yloxy-propan-1-ol FC(CO)(COC1OCCCC1)F